1,1-diiodo-2-methylpropane IC(C(C)C)I